COC1=CC=C(C=C1)C(OC[C@]1([C@H](C[C@@H](O1)N1C(NC(C(=C1)F)=O)=O)O[Si](C)(C)C(C)(C)C)CO[Si](C)(C)C(C)(C)C)(C1=CC=CC=C1)C1=CC=C(C=C1)OC 1-[(2R,4S,5R)-5-{[bis(4-methoxyphenyl)(phenyl)methoxy]methyl}-4-[(tert-butyldimethylsilyl)oxy]-5-{[(tert-butyldimethylsilyl)oxy]methyl}oxolan-2-yl]-5-fluoro-3H-pyrimidine-2,4-dione